N1CN=CC2=C1C=NC=C2 dihydropyrido[3,4-d]pyrimidin